4'-(2,4-bis(benzyloxy)-N-ethyl-5-isopropylbenzamido)-5-(ethyl(tetrahydro-2H-pyran-4-yl)amino)-4-methyl-[1,1'-biphenyl]-3-carboxylic acid C(C1=CC=CC=C1)OC1=C(C(=O)N(CC)C2=CC=C(C=C2)C2=CC(=C(C(=C2)N(C2CCOCC2)CC)C)C(=O)O)C=C(C(=C1)OCC1=CC=CC=C1)C(C)C